ClC1=C(C(=CC=C1)C)NC(=O)C1=CN=C(S1)NC1=NC(=NC(=C1)N1CCN(CC1)CCO)C N-(2-chloro-6-methylphenyl)-2-(6-(4-(2-hydroxyethyl)-piperazin-1-yl)-2-meth-ylpyrimidin-4-ylamino)thiazole-5-carboxamide